ethyl (E)-7-(3-(5-bromo-2-methoxybenzylidene)-2,5-dioxopyrrolidinyl)heptanoate BrC=1C=CC(=C(\C=C/2\C(N(C(C2)=O)CCCCCCC(=O)OCC)=O)C1)OC